CC1=CC=C(N=N1)CNC1=CC=NC2=CC=C(C=C12)C1=NC=C(C=C1)C N-((6-methylpyridazin-3-yl)methyl)-6-(5-methylpyridin-2-yl)quinolin-4-amine